(2-(methylthio)-8-oxo-7,8-dihydro-9H-purin-9-yl)cyclobutane-1-carbonitrile CSC1=NC=C2NC(N(C2=N1)C1(CCC1)C#N)=O